4,6-dimethylcyclohex-3-ene-1-carboxaldehyde CC1=CCC(C(C1)C)C=O